5-((3-(cis-3-(3-cyclopropyl-4-(7-morpholinoquinoxalin-2-yl)-1H-pyrazol-1-yl)cyclobutyl)propyl)amino)-2-(2,6-dioxopiperidin-3-yl)isoindoline-1,3-dione C1(CC1)C1=NN(C=C1C1=NC2=CC(=CC=C2N=C1)N1CCOCC1)[C@H]1C[C@H](C1)CCCNC=1C=C2C(N(C(C2=CC1)=O)C1C(NC(CC1)=O)=O)=O